1-(4-(5-(4-(trifluoromethyl)phenoxy)-3,4-dihydroisoquinolin-2(1H)-yl)piperidin-1-yl)prop-2-en-1-one FC(C1=CC=C(OC2=C3CCN(CC3=CC=C2)C2CCN(CC2)C(C=C)=O)C=C1)(F)F